FC(S(=O)(=O)[O-])(F)F.ClC1=C(C=C(C=C1)OC)C1=[N+]2C(=C3C=CC=CC3=C1)C=CC=C2C2=CC=C(C=C2)OC 6-(2-chloro-5-methoxyphenyl)-4-(4-methoxyphenyl)pyrido[2,1-a]isoquinolin-5-ium trifluoromethanesulfonate